BrC1=CC=CC=2N1N(CC2)[C@H]2COC1=CC(=CC=C1C2)N2CCNCC2 (R)-7-bromo-N-(7-(piperazin-1-yl)chroman-3-yl)-pyrazolo[1,5-a]pyridine